tert-Butyl ((3R,6S)-6-((2-(5-(4-fluoro-2-(isopropyl(2,2,2-trifluoroethyl)carbamoyl)phenoxy)pyrimidin-4-yl)-2,7-diazaspiro[3.5]nonan-7-yl)methyl)tetrahydro-2H-pyran-3-yl)carbamate FC1=CC(=C(OC=2C(=NC=NC2)N2CC3(C2)CCN(CC3)C[C@@H]3CC[C@H](CO3)NC(OC(C)(C)C)=O)C=C1)C(N(CC(F)(F)F)C(C)C)=O